C(C)(=O)O[C@@H]1[C@@H]([C@H](O[C@H]1N1C2=NC(=NC=C2N(C1=O)CC1=CC(=C(C=C1)F)F)N)COC(C)=O)F ((2R,3R,4S,5R)-4-acetoxy-5-(2-amino-7-(3,4-difluorobenzyl)-8-oxo-7,8-dihydro-9H-purin-9-yl)-3-fluorotetrahydrofuran-2-yl)methylacetat